C(#N)C(C)(C)C1=CC=C(CN2C=NC(=C2CCC)C(=O)OCC)C=C1 ethyl 1-(4-(2-cyanoprop-2-yl) benzyl)-5-propyl-1H-imidazole-4-carboxylate